C(C)N(C(=O)OC(C)OC(CCCCCCCCC)=O)C1C2CCC(C1C1=CC=CC=C1)C2 Decanoic acid 1-[N-ethyl-(3-phenyl-bicyclo[2.2.1]hept-2-yl)-carbamoyloxy]-ethyl ester